C1(CC1)COC1=CC=C(C=O)C=C1 4-(cyclopropylmethoxy)benzaldehyde